CNC=1N=NC(=CC1)SC(F)(F)F N-methyl-6-[(trifluoromethyl)thio]pyridazin-3-amine